6-fluoranyl-N-methoxy-N-methyl-chromane-3-carboxamide FC=1C=C2CC(COC2=CC1)C(=O)N(C)OC